Palladium (II) chloride [Pd](Cl)Cl